indolium chloride [Cl-].[NH2+]1C=CC2=CC=CC=C12